C1(CC1)N1C=CC2=C(C=C(C=C12)F)C1=CC(=C2NC(C=3N(C2=C1F)C(=NN3)C)(C)C)C 8-(1-Cyclopropyl-6-fluoro-1H-indol-4-yl)-9-fluoro-1,4,4,6-tetramethyl-5H-[1,2,4]triazolo[4,3-a]quinoxaline